C1(=C(C(=CC(=C1)C)C)S(=O)(=O)[O-])C.N[N+]1=C(C(=NC(=C1)C1=CC=C(C=C1)C(F)(F)F)C=1C=NN(C1)C)N 1,2-diamino-3-(1-methyl-1H-pyrazol-4-yl)-5-(4-(trifluoromethyl)phenyl)pyrazin-1-ium mesitylenesulfonate